(P)-1-(4-((1S,2S)-[1,1'-BI(CYCLOPROPAN)]-2-YL)-5-FLUORO-2-METHOXYPHENYL)-N-(ISOXAZOL-3-YL)-2-OXO-1,2-DIHYDROQUINOLINE-6-SULFONAMIDE [C@@H]1([C@H](C1)C1=CC(=C(C=C1F)N1C(C=CC2=CC(=CC=C12)S(=O)(=O)NC1=NOC=C1)=O)OC)C1CC1